docosa-4,7,10,13,16,19-hexaen-1-ol C(CCC=CCC=CCC=CCC=CCC=CCC=CCC)O